(1-(4-(Difluoromethyl)phenyl)-4-methyl-1H-1,2,3-triazol-5-yl)methanol FC(C1=CC=C(C=C1)N1N=NC(=C1CO)C)F